[2-[2-(methylamino)phenyl]-phenyl]palladium(1+) CNC1=C(C=CC=C1)C1=C(C=CC=C1)[Pd+]